O[C@@H](CN(C1=NC(=CC(=C1)C=1C=C(C=CC1C)NC(=O)N1C[C@@H](CC1)CC(F)(F)F)N1CCOCC1)C)C (S)-N-(3-(2-(((R)-2-hydroxypropyl)(methyl)amino)-6-morpholinopyridin-4-yl)-4-methylphenyl)-3-(2,2,2-trifluoroethyl)pyrrolidine-1-carboxamide